iron picolinamide N1=C(C=CC=C1)C(=O)N.[Fe]